(4-(1-(tert-butyl)-1H-pyrazol-4-yl)pyridin-2-yl)-3-hydroxyazetidine C(C)(C)(C)N1N=CC(=C1)C1=CC(=NC=C1)N1CC(C1)O